3-(3-chloro-5'-fluoro-2'-hydroxy-3'-(2-(piperazin-1-yl)pyridin-4-yl)-[1,1'-biphenyl]-4-yl)oxazolidin-2-one ClC=1C=C(C=CC1N1C(OCC1)=O)C1=C(C(=CC(=C1)F)C1=CC(=NC=C1)N1CCNCC1)O